N1CC(C1)N(C=1SC2=C(N1)C(=CC(=C2)C=2C=C(C=1N(N2)C=C(N1)C)C)F)C N-(Azetidin-3-yl)-6-(2,8-dimethylimidazo[1,2-b]pyridazin-6-yl)-4-fluoro-N-methyl-1,3-benzothiazol-2-amin